FC1=C(C=C(C=C1)C=CCSC1=NOC(C1)(C)C)C(F)(F)F 3-((3-(4-fluoro-3-(trifluoromethyl)phenyl)allyl)thio)-5,5-dimethyl-4,5-dihydroisoxazole